(S,E)-Methyl-7-(1-(2-(2-adamantylamino)-2-oxoethyl)-2-oxo-1,2-dihydropyridin-3-ylamino)-6-(1-methyl-1H-1,2,3-triazol-4-carboxamido)-7-oxohept-2-enoat COC(\C=C\CC[C@@H](C(=O)NC=1C(N(C=CC1)CC(=O)NC1C2CC3CC(CC1C3)C2)=O)NC(=O)C=2N=NN(C2)C)=O